BrC1=NN(C=C1)CC1=CC=C(C=C1)OC 3-bromo-1-(4-methoxybenzyl)-1H-pyrazole